(5-(2-fluorophenyl)-1H-pyrrol-3-yl)methanol FC1=C(C=CC=C1)C1=CC(=CN1)CO